COC1=C(C=C(C=C1)NC(CCC)=O)C=1C=NC(=CC1)N1C(CN(CC1)N1CCN(CC1)C)=O N-[4-methoxy-3-[6-(4'-methyl-3-oxo[1,1'-bipiperazin]-4-yl)-3-pyridinyl]phenyl]butanamide